FC=1C=C(C=CC1F)[C@H]1[C@@H](CN(C1)CCOC)NC(=O)NC1=C(C(=NN1C1=CC=CC=C1)OC[C@@H]1OC(OC1)(C)C)C 1-((3S,4R)-4-(3,4-difluorophenyl)-1-(2-methoxyethyl)pyrrolidin-3-yl)-3-(3-(((S)-2,2-dimethyl-1,3-dioxolan-4-yl)methoxy)-4-methyl-1-phenyl-1H-pyrazol-5-yl)urea